4,4'-bis(6-hydroxyhexanyloxy)biphenyl OCCCCCCOC1=CC=C(C=C1)C1=CC=C(C=C1)OCCCCCCO